FC=1C=C2C(=CC(=NC2=CC1)C1=CC=CC=C1)CCC(=O)NO 3-(6-fluoro-2-phenylquinolin-4-yl)-N-hydroxy-propanamide